5,15-di(4-fluorophenyl)porphyrin FC1=CC=C(C=C1)C=1C2=CC=C(N2)C=C2C=CC(C(=C3C=CC(=CC=4C=CC1N4)N3)C3=CC=C(C=C3)F)=N2